COCC1N(CCC1)COC bis(methoxymethyl)pyrrolidin